OCC(C)(C)N1N=CC2=C(C=CC=C12)NC(OC(C)(C)C)=O tert-butyl (1-(1-hydroxy-2-methylpropan-2-yl)-1H-indazol-4-yl)carbamate